ClC1=C(C=CC(=C1)F)C(=O)N1CC2CCC(C1)N2C2=C(C(=CC=C2)Cl)OCOC (2-chloro-4-fluoro-phenyl)-[8-[3-chloro-2-(methoxymethoxy)phenyl]-3,8-diazabicyclo[3.2.1]octan-3-yl]methanone